2-(7-((2s,5r)-2,5-diethylpiperazin-1-yl)-4-methyl-5-oxo-4,5-dihydro-2H-pyrazolo[4,3-b]pyridin-2-yl)acetonitrile C(C)[C@@H]1N(C[C@H](NC1)CC)C=1C=2C(N(C(C1)=O)C)=CN(N2)CC#N